BrCC1=CC=C(OCC(C(=O)OC(C)(C)C)=C)C=C1 tert-butyl 2-((4-(bromomethyl)phenoxy)methyl)acrylate